(4S)-2-(6-amino-1,3-benzothiazol-2-yl)-4,5-dihydrothiazole-4-carboxylic acid NC1=CC2=C(N=C(S2)C=2SC[C@@H](N2)C(=O)O)C=C1